NC1=C(C=C(C=N1)C#CC=1C(=CC(=C(C(=O)NC=2C=C3C(CC(C3=CC2)N2CCN(CC2)C)(F)F)C1)F)C)F 5-((6-amino-5-fluoropyridin-3-yl)ethynyl)-N-(3,3-difluoro-1-(4-methylpiperazin-1-yl)-2,3-dihydro-1H-inden-5-yl)-2-fluoro-4-methylbenzamide